Methyl 1-((4-methoxy-4-oxobutyl)amino)cyclopentane-1-carboxylate COC(CCCNC1(CCCC1)C(=O)OC)=O